COC1=NC=C(C=C1C1=CC(=NC2=C(N=CC=C12)C1=CC=NN1)N1CCOCC1)C(F)(F)F 4-[2-methoxy-5-(trifluoromethyl)pyridin-3-yl]-2-(morpholin-4-yl)-8-(1H-pyrazol-5-yl)-1,7-naphthyridine